F[C@@H]1C[C@H](N(C1)C(CN1N=C(C2=CC(=CC=C12)C1=CN=NC=C1)C(=O)N)=O)C(NC1=C(C=CC=C1)N1C(OCC1)=O)=O 1-(2-((2S,4R)-4-fluoro-2-(2-(2-oxooxazolidin-3-yl)phenylcarbamoyl)pyrrolidin-1-yl)-2-oxoethyl)-5-(pyridazin-4-yl)-1H-indazole-3-carboxamide